C(C=C)N1N(C2=NC(=NC=C2C1=O)NC=1C=C2CCN(CC2=CC1)C(=O)OC(C)(C)C)C1=NC(=CC=C1)C(C)(C)O tert-Butyl 6-(2-allyl-1-(6-(2-hydroxypropan-2-yl)pyridin-2-yl)-3-oxo-2,3-dihydro-1H-pyrazolo[3,4-d]pyrimidin-6-ylamino)-3,4-dihydroisoquinoline-2(1H)-carboxylate